N-(4-((6-amino-5-chloropyrimidin-4-yl)oxy)-3-fluorophenyl)-4-ethoxy-1-(4-fluorophenyl)-2-oxo-1,2-dihydropyridine-3-carboxamide NC1=C(C(=NC=N1)OC1=C(C=C(C=C1)NC(=O)C=1C(N(C=CC1OCC)C1=CC=C(C=C1)F)=O)F)Cl